BrC1=CC(=C(C(=N1)N)F)C 6-bromo-3-fluoro-4-methylpyridin-2-amine